COC(CNC(=O)C1=CC2=C(SC=C2CC(C)(C)C)C=C1)OC N-(2,2-dimethoxyethyl)-3-neopentylbenzo[b]thiophene-5-carboxamide